(PYRIDIN-2-YL)ACETAMIDE N1=C(C=CC=C1)CC(=O)N